FC1=C(C[C@]2(C[C@@H](N(C2)C(=O)OC(C)(C)C)C)O)C=CC=C1 tert-Butyl (2S,4R)-4-(2-fluorobenzyl)-4-hydroxy-2-methylpyrrolidine-1-carboxylate